tert-butyl 4-[[4-[8-bromo-7-[2-methyl-3-(2-trimethylsilylethoxymethyl)benzimidazol-5-yl]oxy-quinoxalin-2-yl]pyrazol-1-yl]methyl]piperidine-1-carboxylate BrC=1C(=CC=C2N=CC(=NC12)C=1C=NN(C1)CC1CCN(CC1)C(=O)OC(C)(C)C)OC1=CC2=C(N=C(N2COCC[Si](C)(C)C)C)C=C1